C1N(CCC2=CN=CC=C12)CCC1=CC=C(C=C1)N1N=C(N=N1)C1=C(C=C(C(=C1)OC)OC)NC(=O)C=1OC2=CC=CC=C2C(C1)=O N-(2-(2-(4-(2-(3,4-Dihydro-2,6-naphthyridin-2(1H)-yl)ethyl)phenyl)-2H-tetrazol-5-yl)-4,5-dimethoxyphenyl)-4-oxo-4H-chromene-2-carboxamide